((2S,4S)-1-acryloyl-4-(6-fluoro-7-(4-fluoro-3-methylphenyl)-8-methyl-4-(((S)-1-methylpyrrolidin-2-yl)methoxy)-1H-[1,2,3]triazolo[4,5-c]quinolin-1-yl)piperidin-2-yl)acetonitrile C(C=C)(=O)N1[C@@H](C[C@H](CC1)N1N=NC=2C(=NC=3C(=C(C(=CC3C21)C)C2=CC(=C(C=C2)F)C)F)OC[C@H]2N(CCC2)C)CC#N